C(C)(C)(C)OC(NCC1=CC=C(C=C1)C1=NC=CC=C1)=O (4-(pyridin-2-yl)benzyl)carbamic acid tert-butyl ester